C(C)(C)(C)OC(=O)N[C@@H](C(C)C)C(=O)NCC(=O)OCC=1C=C(C(=C2C=CNC12)C=1N(N=C2C1CN(CC2)C2=NC=C(C=N2)C(F)(F)F)C2=C(C=CC=C2CC)CC)F (4-(2-(2,6-diethylphenyl)-5-(5-(trifluoromethyl)pyrimidin-2-yl)-4,5,6,7-tetrahydro-2H-pyrazolo[4,3-c]pyridin-3-yl)-5-fluoro-1H-indol-7-yl)methyl (tert-butoxycarbonyl)-L-valylglycinate